1,2,3,4,5-pentamethylimidazolinium C[NH+]1C(N(C(C1C)C)C)C